dimethyldiallylammonium hydride [H-].C[N+](CC=C)(CC=C)C